5-fluoro-1H-indole-2-carboxylic acid FC=1C=C2C=C(NC2=CC1)C(=O)O